Methyl-3-(4-(N-(2-(benzo[b]thiophen-2-ylcarbamoyl)phenyl)sulfamoyl)phenyl)propanoat COC(CCC1=CC=C(C=C1)S(NC1=C(C=CC=C1)C(NC1=CC2=C(S1)C=CC=C2)=O)(=O)=O)=O